O=C1NC(CCC1N1C(C2=CC=CC(=C2C1=O)NC=1C=C2C=NN(C2=CC1C1CCOCC1)C)=O)=O 2-(2,6-dioxopiperidin-3-yl)-4-((1-methyl-6-(tetrahydro-2H-pyran-4-yl)-1H-indazol-5-yl)amino)isoindoline-1,3-dione